C(C)N1C2=CC=CC=C2C=2C=C(C=CC12)CNCCCN 3-((9-ethyl-9H-carbazol-3-yl)methylamino)propylamine